COC=1C=C(C=CC1OC)S(/C=C/CNC(=O)C=1C(NC=2CCCCC2C1)=O)(=O)=N N-[(2E)-3-[(3,4-dimethoxyphenyl)(imino)oxo-λ6-sulfanyl]prop-2-en-1-yl]-2-oxo-1,2,5,6,7,8-hexahydroquinoline-3-carboxamide